(methyl)methylene(cyclopentadienyl)(2,7-di-tert-butylfluorenyl)hafnium CC=[Hf](C1=C(C=CC=2C3=CC=C(C=C3CC12)C(C)(C)C)C(C)(C)C)C1C=CC=C1